(R)-N-(1-cyanopyrrolidin-3-yl)-5-phenylpyridazine-3-carboxamide C(#N)N1C[C@@H](CC1)NC(=O)C=1N=NC=C(C1)C1=CC=CC=C1